tert-Butyl (4S)-4-[3-amino-3-(5-tert-butyl-2-pyridyl)propyl]-2,2-dimethyl-pyrrolidine-1-carboxylate NC(CC[C@H]1CC(N(C1)C(=O)OC(C)(C)C)(C)C)C1=NC=C(C=C1)C(C)(C)C